Benzyl 3-(3-oxo-1,3-dihydroisobenzofuran-1-yl)propanoate O=C1OC(C2=CC=CC=C12)CCC(=O)OCC1=CC=CC=C1